tert-butyl (3R)-4-(7-benzyl-2-chloro-6,8-dihydro-5H-pyrido[3,4-d]pyrimidin-4-yl)-3-methyl-piperazine-1-carboxylate C(C1=CC=CC=C1)N1CC=2N=C(N=C(C2CC1)N1[C@@H](CN(CC1)C(=O)OC(C)(C)C)C)Cl